4-[3-[(1R)-1-[[5-[(1R,5S)-8-(cyclopropylmethyl)-3,8-diazabicyclo[3.2.1]oct-3-yl]-2-methyl-benzoyl]amino]ethyl]-5-methoxy-phenyl]-N,N,1-trimethyl-pyrrole-2-carboxamide C1(CC1)CN1[C@H]2CN(C[C@@H]1CC2)C=2C=CC(=C(C(=O)N[C@H](C)C=1C=C(C=C(C1)OC)C=1C=C(N(C1)C)C(=O)N(C)C)C2)C